1-(1-(5,5-difluoro-4-(4-methoxyphenyl)pent-4-en-1-yl)piperidin-4-yl)-1,3-dihydro-2H-benzo[d]imidazole FC(=C(CCCN1CCC(CC1)N1CNC2=C1C=CC=C2)C2=CC=C(C=C2)OC)F